C1(CC1)CN(C1=CC(=CC=C1)N)C N1-(cyclopropylmethyl)-N1-methylbenzene-1,3-diamine